NCC#CC=1C=C(C2=C(C=C(O2)C(=O)NCCCN)C1)OC 5-(3-aminoprop-1-yn-1-yl)-N-(3-aminopropyl)-7-methoxybenzofuran-2-carboxamide